N2-(2-(1-(Cyclopropylsulfonyl)-1H-pyrazol-4-yl)pyrimidin-4-yl)-N1-isopropyl-5-(3-morpholinoprop-1-yn-1-yl)pyridine-2,4-diamine C1(CC1)S(=O)(=O)N1N=CC(=C1)C1=NC=CC(=N1)NC1N(C=C(C(=C1)N)C#CCN1CCOCC1)C(C)C